2-(2,6-dibromopyridin-4-yl)acetic acid BrC1=NC(=CC(=C1)CC(=O)O)Br